FC=1C=CC(=C(C1)[C@@H](C)NC=1C=CC=2N(N1)C(=CN2)C2=NC=CC(=C2)N2CCOCC2)OC (R)-N-(1-(5-fluoro-2-methoxyphenyl)ethyl)-3-(4-morpholinopyridin-2-yl)imidazo[1,2-b]pyridazin-6-amine